(S)-3-((S)-2-amino-4-(benzyloxy)-3-oxobutyl)pyrrolidin-2-one hydrochloride Cl.N[C@@H](C[C@H]1C(NCC1)=O)C(COCC1=CC=CC=C1)=O